C1(CCCC1)C1=C(C=NC=2N1N=CC2)NC(=O)NC=2C=C(C(=NC2)C2=NOC(=N2)CCCCCC(=O)O)C 6-{3-[5-({[(7-Cyclopentylpyrazolo[1,5-a]pyrimidin-6-yl)amino]carbonyl}amino)-3-methylpyridin-2-yl]-1,2,4-oxadiazol-5-yl}hexanoic acid